1-(isopropylamino)-7-((4-((S-methylsulfonimidoyl)methyl)pyridin-2-yl)amino)-2,6-naphthyridine-3-carbonitrile C(C)(C)NC1=NC(=CC2=CN=C(C=C12)NC1=NC=CC(=C1)CS(=O)(=N)C)C#N